N-[(4R)-8-[6-(2,3-dichlorophenyl)sulfanyl-5-methyl-3-pyridyl]-8-azaspiro[4.5]decan-4-yl]-2-methyl-propane-2-sulfinamide ClC1=C(C=CC=C1Cl)SC1=C(C=C(C=N1)N1CCC2([C@@H](CCC2)NS(=O)C(C)(C)C)CC1)C